3-(4-(4-acryloyl-piperazin-1-yl)-6-chloro-quinazolin-7-yl)benzonitrile C(C=C)(=O)N1CCN(CC1)C1=NC=NC2=CC(=C(C=C12)Cl)C=1C=C(C#N)C=CC1